COC(C1CCN(CC1)C1=C2CCN(C2=CC=C1)C(=O)OCC1=CC=CC=C1)OC benzyl 4-(4-(dimethoxymethyl)piperidin-1-yl)indoline-1-carboxylate